tert-Butyl 2-[8-[1-(2-tert-butoxycarbonylanilino)ethyl]-6-methyl-4-oxo-chromen-2-yl]pyrrolo[3,2-b]pyridine-1-carboxylate C(C)(C)(C)OC(=O)C1=C(NC(C)C=2C=C(C=C3C(C=C(OC23)C2=CC3=NC=CC=C3N2C(=O)OC(C)(C)C)=O)C)C=CC=C1